N1(C=CC=C1)C1=C(C=CC=C1)CN (2-(1H-pyrrol-1-yl)phenyl)methanamine